N-(8,9-difluoro-6-oxo-1,4,5,6-tetrahydro-2H-pyrano[3,4-c]isoquinolin-1-yl)-N-methyl-5-(trifluoromethyl)-1H-pyrrolo[2,3-b]pyridine-2-carboxamide FC=1C(=CC=2C3=C(NC(C2C1)=O)COCC3N(C(=O)C3=CC=1C(=NC=C(C1)C(F)(F)F)N3)C)F